3-{2-[(propan-2-yl)amino]ethyl}-1H-indol-4-ol CC(C)NCCC1=CNC=2C=CC=C(C12)O